COC1=NC=CC(=C1)[C@@H]1[C@H]([C@H]2[C@@H]3C[C@@H]3[C@@H]1O2)C(=O)OC (1S,2S,4R,5R,6R,7S)-methyl 7-(2-methoxypyridin-4-yl)-8-oxatricyclo[3.2.1.02,4]Octane-6-carboxylate